FC1=C(C=CC=2C(=CCCCC21)C2=CC=C(C=C2)CC2CN(C2)CCCF)C(=O)OC Methyl 4-fluoro-9-(4-((1-(3-fluoropropyl)azetidin-3-yl)methyl)phenyl)-6,7-dihydro-5H-benzo[7]annulene-3-carboxylate